NC1=C(C=C(C=C1)C1CCN(CC1)C(=O)OC(C)(C)C)O tert-Butyl 4-(4-amino-3-hydroxy-phenyl)piperidine-1-carboxylate